(3-((3-amino-5-(4-amino-4-methylpiperidin-1-yl)pyrazin-2-yl)thio)-2-chlorophenyl)diisopropylphosphine oxide NC=1C(=NC=C(N1)N1CCC(CC1)(C)N)SC=1C(=C(C=CC1)P(C(C)C)(C(C)C)=O)Cl